NC1=NC2=CC=C(C=C2C(N1)=O)CN(C1=CC=C(C(=O)OC)C=C1)C methyl 4-[(2-amino-4-oxo-3H-quinazolin-6-yl)methyl-methyl-amino]benzoate